(11aS)-8-[(5-Bromopentyl)oxy]-2-({[tert-butyl(dimethyl)silyl]oxy}methyl)-7-methoxy-10-{[2-(trimethylsilyl)ethoxy]methyl}-1H-pyrrolo[2,1-c][1,4]benzodiazepin-5,11(10H,11aH)-dione BrCCCCCOC1=CC2=C(C(N3[C@H](C(N2COCC[Si](C)(C)C)=O)CC(=C3)CO[Si](C)(C)C(C)(C)C)=O)C=C1OC